C(C=C(C)C)NCC=1C(NC(N([C@H]2[C@H](O)[C@H](O)[C@@H](CO)O2)C1)=S)=O 5-(prenylaminomethyl)-2-thiouridine